7-(5-amino-2-(trifluoromethyl)phenyl)-4-((S)-3-(cyanomethyl)piperazin-1-yl)-2-(((S)-1-methylpyrrolidin-2-yl)methoxy)quinazoline-6-carbonitrile NC=1C=CC(=C(C1)C1=C(C=C2C(=NC(=NC2=C1)OC[C@H]1N(CCC1)C)N1C[C@@H](NCC1)CC#N)C#N)C(F)(F)F